1H-benzoimidazole-2-one N1C(NC2=C1C=CC=C2)=O